4-[[(2S,3R,4S,5S)-3-(3,4-Difluoro-2-methoxy-phenyl)-4,5-dimethyl-5-(trifluoromethyl)tetrahydrofuran-2-carbonyl]amino]-3-methyl-pyridin-2-carboxamid FC=1C(=C(C=CC1F)[C@@H]1[C@H](O[C@@]([C@H]1C)(C(F)(F)F)C)C(=O)NC1=C(C(=NC=C1)C(=O)N)C)OC